3-cyclopropyl-7-(4-(dimethylcarbamoyl)phenyl)imidazo[1,5-a]pyridine-1-carboxylic acid C1(CC1)C1=NC(=C2N1C=CC(=C2)C2=CC=C(C=C2)C(N(C)C)=O)C(=O)O